C(C)[NH+](CC)CC.C(CCC)(=O)[O-] butyric acid triethylammonium salt